COC(C1=C(C(=CC=C1F)N)C)=O 3-amino-6-fluoro-2-methylbenzoic acid methyl ester